(3S)-1-[(2S)-4-methyl-1-oxo-1-[(3s,6s,8S)-8-methyl-3-[(4-methylpiperidin-1-yl)methyl]-1,5-dioxa-9-azaspiro[5.5]undec-an-9-yl]pentan-2-yl]-3-(2-methylpropyl)piperazin-2-one CC(C[C@@H](C(N1[C@H](CC2(OCC(CO2)CN2CCC(CC2)C)CC1)C)=O)N1C([C@@H](NCC1)CC(C)C)=O)C